FC=1C=C(C(=O)OC)C=C(C1B1OC(C(O1)(C)C)(C)C)OC methyl 3-fluoro-5-methoxy-4-(4,4,5,5-tetramethyl-1,3,2-dioxaborolan-2-yl)benzoate